NC1=C(C=C(C=C1)C=1C=C(C(N(C1)C)=O)C)N[C@@H](COC)C (R)-5-(4-amino-3-((1-methoxypropan-2-yl)amino)phenyl)-1,3-dimethylpyridin-2(1H)-one